BrC=1C(=C(C=C(C1)F)C(=O)N1C[C@H]2CO[C@@H](CN2CC1)C1=CC(=C(C=C1)F)Cl)Cl (3-bromo-2-chloro-5-fluorophenyl)((3R,9aS)-3-(3-chloro-4-fluorophenyl)hexahydropyrazino[2,1-c][1,4]oxazin-8(1H)-yl)methanone